morpholine-3-acetic acid N1C(COCC1)CC(=O)O